COC(CC(=O)NCC1(COC1)C(=O)OC)=O methyl 3-[(3-methoxy-3-oxopropanamido)methyl]oxetane-3-carboxylate